ethynyl-acetic acid C(#C)CC(=O)O